N-(4-bromo-1,3-benzothiazol-2-yl)-2'-chloro-5'-methoxy-6-methyl-[4,4'-bipyridine]-3-carboxamide BrC1=CC=CC2=C1N=C(S2)NC(=O)C=2C=NC(=CC2C2=CC(=NC=C2OC)Cl)C